spirost-25(27)-en-1α,3alpha-diol C[C@H]1[C@H]2[C@H](C[C@H]3[C@@H]4CCC5C[C@@H](C[C@@H]([C@]5(C)[C@H]4CC[C@]23C)O)O)O[C@]12CCC(=C)CO2